4-[4-benzyloxy-2-(methoxymethyloxy)-3-methylphenyl]-3-methyl-4-oxobutanoic acid C(C1=CC=CC=C1)OC1=C(C(=C(C=C1)C(C(CC(=O)O)C)=O)OCOC)C